(S)-N3-((R)-Sec-butyl)-N5-(3,4-difluorophenyl)-6-methyl-6,7-dihydropyrazolo[1,5-a]pyrazine-3,5(4H)-dicarboxamide [C@@H](C)(CC)NC(=O)C=1C=NN2C1CN([C@H](C2)C)C(=O)NC2=CC(=C(C=C2)F)F